Methyl (3-phenyl-3-(4-(trifluoromethyl)phenoxy)propyl)prolinate C1(=CC=CC=C1)C(CCN1[C@@H](CCC1)C(=O)OC)OC1=CC=C(C=C1)C(F)(F)F